FC(CN1N=CC(=C1)C=1C=CC=C2C=C(C=NC12)C(=O)N)(F)F 8-[1-(2,2,2-trifluoroethyl)pyrazol-4-yl]quinoline-3-carboxamide